N=1C=CN2N=C(C=CC21)C=2C=CN1N=C(N=CC12)N[C@@H]1C[C@H](C1)N(C)C trans-N1-(5-(imidazo[1,2-b]pyridazin-6-yl)pyrrolo[2,1-f][1,2,4]triazin-2-yl)-N3,N3-dimethylcyclobutane-1,3-diamine